CC(C)(C)C=1C=C(C=C(C1O)C(C)(C)C)CP(OCC)([O-])=O.CC(C)(C)C=1C=C(C=C(C1O)C(C)(C)C)CP(OCC)([O-])=O.[Ca+2] calcium diethyl bis[[[3,5-bis(1,1-dimethylethyl)-4-hydroxyphenyl]methyl]phosphonate]